Cl.N[C@@H](C)C(=O)N alaninamide hydrochloride